tert-butyl (tert-butoxycarbonyl)(5-((1RS,3SR)-3-((((S)-4,4,4-trifluorobutan-2-yl)carbamoyl)oxy)cyclopentyl)pyrimidin-2-yl)carbamate C(C)(C)(C)OC(=O)N(C(OC(C)(C)C)=O)C1=NC=C(C=N1)[C@H]1C[C@H](CC1)OC(N[C@@H](C)CC(F)(F)F)=O |&1:21,23|